BrC=1N(C(=C(N1)C(C)N1N=NC(=C1)C(=O)OC(C)(C)C)C)C tert-butyl 1-(1-(2-bromo-1,5-dimethyl-1H-imidazol-4-yl) ethyl)-1H-1,2,3-triazole-4-carboxylate